NCC1=CC(=C(C(=C1)C)NC(=O)C1=CC2=C(OCCC3=C2SC=C3)C=C1C=1C(=NC(=CC1)C(NCC1(CCC1)C)=O)C(=O)OC)C methyl 3-(9-((4-(aminomethyl)-2,6-dimethylphenyl)carbamoyl)-4,5-dihydrobenzo[b]thieno[2,3-d]oxepin-8-yl)-6-(((1-methylcyclobutyl)methyl)carbamoyl)picolinate